FC(SC=1C=C(C=O)C=CC1)(F)F 3-((trifluoromethyl)thio)benzaldehyde